5-(azetidin-3-ylamino)-2-methyl-N-((1R)-1-(3-(5-(((5-oxopyrrolidin-3-yl)amino)methyl)thiophen-2-yl)phenyl)ethyl)benzamide N1CC(C1)NC=1C=CC(=C(C(=O)N[C@H](C)C2=CC(=CC=C2)C=2SC(=CC2)CNC2CNC(C2)=O)C1)C